C(CCCCCCC\C=C/CCCCCCCC)(=O)OCC(OC(CCCCCCC\C=C/CCCCCCCC)=O)COC(CCCCCCCCCCCCCCC)=O 1,2-dioleoyl-3-palmitoyl-glycerol